O=C1[N+](=C2N(C([C-]1C=1C=C(C=CC1)C(F)(F)F)=O)C=CC=C2)CC=2C=NC=NC2 3,4-dihydro-2,4-dioxo-1-(pyrimidin-5-ylmethyl)-3-(α,α,α-trifluoro-m-tolyl)-2H-pyrido[1,2-a]pyrimidin-1-ium-3-ide